5'-O-(4,4'-dimethoxytrityl)-N6-(3,7,11,15-tetramethyl-1-hexadecanoyl)-2'-deoxyadenosine COC1=CC=C(C(C2=CC=C(C=C2)OC)(C2=CC=CC=C2)OC[C@@H]2[C@H](C[C@@H](O2)N2C=NC=3C(NC(CC(CCCC(CCCC(CCCC(C)C)C)C)C)=O)=NC=NC23)O)C=C1